FC(F)S(=O)(=O)C(F)F Difluoromethyl sulfone